C(CCC)OC(=O)N(C([O-])=O)C1=NC(=CC(=N1)Cl)C1=C(C=CC=C1C)C butoxycarbonyl-N-[4-chloro-6-(2,6-dimethylphenyl)pyrimidin-2-yl]carbamate